ClC1=C(CNC(=O)[C@@]2(C=3C=CC=NC3[C@@H](CC2)O)F)C=CC(=C1)Cl (5r,8r)-N-(2,4-dichlorobenzyl)-5-fluoro-8-hydroxy-5,6,7,8-tetrahydroquinoline-5-carboxamide